ClC1=NC2=C(C(=N1)Cl)N=CC2 2,4-dichloro-7H-pyrrolopyrimidine